N[C@H](C(=O)NCC=1C=C2CN(C(C2=CC1)=O)[C@H]1C(NC(CC1)=O)=O)CC=1N=CNC1 (S)-2-amino-N-((2-((R)-2,6-dioxopiperidin-3-yl)-1-oxoIsoindolin-5-yl)methyl)-3-(1H-imidazol-4-yl)propanamide